[4-{6-[(1-Acetylazetidin-3-yl)ethynyl]furo[2,3-d]pyrimidin-4-yl}-3-(4-fluorophenyl)-1H-pyrazol-1-yl]-1λ6-thietane-1,1-dione C(C)(=O)N1CC(C1)C#CC1=CC2=C(N=CN=C2C=2C(=NN(C2)C2S(CC2)(=O)=O)C2=CC=C(C=C2)F)O1